5,5'-diisopropyl-2,2'-diaminobiphenyl C(C)(C)C=1C=CC(=C(C1)C1=C(C=CC(=C1)C(C)C)N)N